((2S,3R,4R)-6-(3,8-diazabicyclo[3.2.1]octan-3-yl)-2,3-dimethyl-4-(phenylamino)-3,4-dihydroquinolin-1(2H)-yl)ethanone C12CN(CC(CC1)N2)C=2C=C1[C@@H]([C@H]([C@@H](N(C1=CC2)C(C)=O)C)C)NC2=CC=CC=C2